4-hydroxy-benzo[b]thiophene-7-carboxaldehyde OC1=CC=C(C=2SC=CC21)C=O